1-(3,3-Dimethyl-6-o-tolyloxy-2,3-dihydro-pyrrolo[3,2-c]pyridin-1-yl)-2-((2R,5R)-2-methoxymethyl-5-methyl-piperazin-1-yl)-ethanone hydrochloride salt Cl.CC1(CN(C2=C1C=NC(=C2)OC2=C(C=CC=C2)C)C(CN2[C@H](CN[C@@H](C2)C)COC)=O)C